phosphaoctanone PC(CCCCCC)=O